C1(CCCCC1)C#CC(B1OC(CN(CC(O1)=O)C)=O)NS(=O)(=O)C1=CC=C(C=C1)[N+](=O)[O-] N-(3-cyclohexyl-1-(6-methyl-4,8-dioxo-1,3,6,2-dioxazaborocan-2-yl)prop-2-yn-1-yl)-4-nitrobenzenesulfonamide